sulfimide lithium-lithium difluorooxalate borate B([O-])([O-])O.C(C(=O)F)(=O)F.[Li+].[Li+].[SH2]=N